3-methylamino-thiophene-2-carboxylic acid [2-(9-pyridin-2-yl-6-oxa-spiro[4.5]decan-9-yl)-ethyl]-amide N1=C(C=CC=C1)C1(CCOC2(CCCC2)C1)CCNC(=O)C=1SC=CC1NC